C(CC)P(O)(=O)C1=CC=CC=C1 propylphenyl-phosphinic acid